CS(=O)(=O)CC=1C=C(OC[C@H]2OC2)C=CC1 (S)-2-((3-((methylsulfonyl)methyl)phenoxy)methyl)oxirane